C(C)OC(CN1CC=CC=C1)=O 1-(2-ethoxy-2-oxoethyl)pyridine